(R)-1-(2-(4-(1-hydroxypropan-2-yl)-4H-1,2,4-triazol-3-yl)pyrimidin-4-yl)-3-(quinazolin-2-yl)urea OC[C@@H](C)N1C(=NN=C1)C1=NC=CC(=N1)NC(=O)NC1=NC2=CC=CC=C2C=N1